3-(4-((2-((1-(tert-butyl)-2,3-dihydro-1H-imidazo[1,2-b]pyrazol-6-yl)amino)-7-cyano-1-methyl-1H-imidazo[4,5-b]pyridin-6-yl)oxy)pyridin-2-yl)-1,1-dimethylurea C(C)(C)(C)N1CCN2N=C(C=C21)NC=2N(C=1C(=NC=C(C1C#N)OC1=CC(=NC=C1)NC(N(C)C)=O)N2)C